7-fluoro-1-naphthol FC1=CC=C2C=CC=C(C2=C1)O